CN1N=NC2=C1C=CC(=C2C)C(C(C(=O)O)(C)C)C2=CC(=C(C=C2)C)CN2C[C@H](OC1=NC3=CC=CC=C3C=C1C2)CC 3-(1,4-dimethyl-1H-benzo[d][1,2,3]triazol-5-yl)-3-(3-(((R)-2-ethyl-2,3-dihydro-[1,4]oxazepino[7,6-b]quinolin-4(5H)-yl)methyl)-4-methylphenyl)-2,2-dimethylpropanoic Acid